N1N=CC2=CC(=CC=C12)C[C@@H](CNC(C[C@H](C)C1=CC=CC=C1)=O)N1CCCCC1 (S)-N-((S)-3-(1H-indazol-5-yl)-2-(piperidin-1-yl)propyl)-3-phenylbutyramide